ClC1=C(C=CC=C1)C1(CC[C@H](N1C(=O)OC(C)(C)C)C(=O)OC)O (2S)-1-tert-butyl 2-methyl 5-(2-chlorophenyl)-5-hydroxypyrrolidine-1,2-dicarboxylate